C(C)(C)(C)OC(=O)N1[C@H](CC(C1)C(NCC1=NC=CN=C1Cl)=O)COC.C(C)(=O)NC1=C(C(=O)NC=2SC(=CN2)[N+](=O)[O-])C=CC(=C1)I 2-acetamido-4-iodo-N-(5-nitrothiazol-2-yl)benzamide Tert-butyl-(2R)-4-{[(3-chloropyrazin-2-yl)methyl]carbamoyl}-2-(methoxymethyl)pyrrolidine-1-carboxylate